C(C1=CC=CC=C1)OC1=C(C(=O)N2CC3=C(C=CC=C3CC2)NC=2C=CC(N(C2)C)=O)C(=CC(=C1)O)O 5-((2-(2-(benzyloxy)-4,6-dihydroxybenzoyl)-1,2,3,4-tetrahydroisoquinolin-8-yl)amino)-1-methylpyridin-2(1H)-one